(2S)-piperidine-2-carboxylic acid methyl ester hydrogen chloride Cl.COC(=O)[C@H]1NCCCC1